N-[5-(1H-benzimidazol-2-yl)-1-(2-methoxyethyl)pyrazol-3-yl]-3-chloro-4-methoxy-benzamide N1C(=NC2=C1C=CC=C2)C2=CC(=NN2CCOC)NC(C2=CC(=C(C=C2)OC)Cl)=O